1-(1-methoxyisoquinolin-4-yl)ethanone COC1=NC=C(C2=CC=CC=C12)C(C)=O